Methyl 2-ethylpyridine-4-carboxylate C(C)C1=NC=CC(=C1)C(=O)OC